CN1N=C(C2=CC=C(C=C12)C(=O)OC)B1OC(C(O1)(C)C)(C)C methyl 1-methyl-3-(4,4,5,5-tetramethyl-1,3,2-dioxaborolan-2-yl)-1H-indazole-6-carboxylate